ClCCCN(CCCC)CCCC N-(3-chloropropyl)-dibutylamine